ClC1=NN(C(=C1)C(=O)OCC)C1=NC=CC=C1Cl ethyl 3-chloro-1-(3-chloro-2-pyridyl)-pyrazol-5-carboxylate